C1(CC1)C1=CC=C(C=C1)C1=CC=C(C=C1)OC=1N=NN(C1C(=O)OC)COCC[Si](C)(C)C methyl 4-((4'-cyclopropyl-[1,1'-biphenyl]-4-yl) oxy)-1-((2-(trimethylsilyl) ethoxy) methyl)-1H-1,2,3-triazole-5-carboxylate